BrN1C(N=C2C=CC(=CC2=C1)C(=O)N(CC1=NC=C(C=C1)C(F)(F)F)CC1=NC=CC=C1F)NCC1=CC=C(C=C1)OC 3-bromo-N-((3-fluoropyridin-2-yl)methyl)-2-((4-methoxybenzyl)amino)-N-((5-(trifluoromethyl)pyridin-2-yl)methyl)quinazoline-6-carboxamide